Tert-butyl nicotinate C(C1=CN=CC=C1)(=O)OC(C)(C)C